C1(CC1)C1=NN=C(S1)C(=O)N1[C@H](C2=C(CC1)NC=N2)C2=NN1C(C(=CC=C1)F)=C2 (R)-(5-cyclopropyl-1,3,4-thiadiazol-2-yl)(4-(4-fluoropyrazolo[1,5-a]pyridin-2-yl)-1,4,6,7-tetrahydro-5H-imidazo[4,5-c]pyridin-5-yl)methanone